1-isothiocyanato-3-methylbenzene N(=C=S)C1=CC(=CC=C1)C